N,N'-(1,6-hexanediyl)bis(stearamide) C(CCCCCNC(CCCCCCCCCCCCCCCCC)=O)NC(CCCCCCCCCCCCCCCCC)=O